1-fluorocyclopropanal FC1(CC1)C=O